zinc dibutylamine dithioformate C(=S)[S-].C(CCC)NCCCC.[Zn+2].C(=S)[S-]